(1R,2R)-2-fluoro-N-(3-{6-[(1S)-1-hydroxybutyl]-4-methylpyridin-3-yl}-1,6-naphthyridin-7-yl)cyclopropane-1-carboxamide F[C@H]1[C@H](C1)C(=O)NC1=NC=C2C=C(C=NC2=C1)C=1C=NC(=CC1C)[C@H](CCC)O